C(C1=CC=CC=C1)OC([C@@H](N)CC1=CC(=CC=C1)C=O)=O 3-formyl-L-phenylalanine benzyl ester